C(#N)C=1C=C(C=CC1)C=1N=C(SC1C1=CC(=NC(=C1)C)C)NC(=O)N1C[C@@H](OCC1)CO (2R)-N-[4-(3-Cyanophenyl)-5-(2,6-dimethyl-4-pyridyl)thiazol-2-yl]-2-(hydroxymethyl)morpholin-4-carboxamid